ClC=1C=C(C(=O)NCC2C(CN(CC2)CCC(C)(C)C)F)C=C(C1)Cl 3,5-dichloro-N-{[1-(3,3-dimethylbutyl)-3-fluoropiperidin-4-yl]methyl}benzamide